N-(5-((2-methoxy-3-(1-methyl-1H-1,2,4-triazol-3-yl)phenyl)amino)-6-methylpyridazin-3-yl)cyclopropanecarboxamide COC1=C(C=CC=C1C1=NN(C=N1)C)NC=1C=C(N=NC1C)NC(=O)C1CC1